1-benzyl-4-(3-chloropropyl)piperazine C(C1=CC=CC=C1)N1CCN(CC1)CCCCl